CN(CCCN1CC2=NC(=CC=C2C1=O)NCC=1C=NC=CC1)C 6-(3-(dimethylamino)propyl)-2-((pyridin-3-ylmethyl)amino)-6,7-dihydro-5H-pyrrolo[3,4-b]pyridin-5-one